N1C(=CC2=CC=CC=C12)C(=O)N1CC=2N(CC1)N=CC2C(=O)N2C1(CC1)COCCC2 4-[5-(1H-indole-2-carbonyl)-4H,5H,6H,7H-pyrazolo[1,5-a]pyrazine-3-carbonyl]-8-oxa-4-azaspiro[2.6]nonane